(S)-1-cyano-N-(1-(2-(3,5-dimethylisoxazol-4-yl)ethyl)-1H-imidazol-4-yl)pyrrolidine-3-carboxamide C(#N)N1C[C@H](CC1)C(=O)NC=1N=CN(C1)CCC=1C(=NOC1C)C